ClC=1C=C(C=CC1Cl)C1=CN=C(S1)C12CC(C1)(C2)NC(=O)C=2OC(=CC2)C2(CC2)S(=O)(=O)C N-[3-[5-(3,4-dichlorophenyl)thiazol-2-yl]-1-bicyclo[1.1.1]pentyl]-5-(1-methanesulfonylcyclopropyl)furan-2-carboxamide